N-ethyl-2-(6-fluoro-4-methoxy-1H-indazol-3-yl)-N-methylethan-1-amine fumarate C(\C=C\C(=O)O)(=O)O.C(C)N(CCC1=NNC2=CC(=CC(=C12)OC)F)C